[Pd+2].C1(=CC=CC=C1)P([C-]1C=CC=C1)C1=CC=CC=C1.[C-]1(C=CC=C1)P(C1=CC=CC=C1)C1=CC=CC=C1.[Fe+2].[B+3].[B+3] diboron (1,1'-bis(diphenylphosphino)ferrocene) palladium (II)